C(C1=CC=CC=C1)N\1C(C2=C(/C1=C(\C(=O)OC)/C1=CC=CC=C1)C=CS2)=O Methyl (E)-2-(5-benzyl-6-oxo-5,6-dihydro-4H-thieno[2,3-c]pyrrol-4-ylidene)-2-phenylacetate